C(C)(C)(C)C1N=C(C2=CC=C(C=C2C1)O[C@@H]1C[C@]2(N(C=3C(=NN=C(C3)Cl)NC2)C1)C(F)F)C tert-butyl-6-(((6aR,8R)-2-chloro-6a-(difluoromethyl)-5,6,6a,7,8,9-hexa-hydropyrrolo[1',2':4,5]pyrazino[2,3-c]pyridazin-8-yl)oxy)-1-methyl-3,4-dihydroisoquinoline